SOS.[Zn] zinc mercapto oxide